C(CCC)(=O)OC1=C2C(=C(NC2=CC=C1)Br)CCN(C)C 2-bromo-3-[2-(dimethylamino)ethyl]-1H-indol-4-yl butyrate